C(C)NC=1N=CC(=C2C=C(N=CC12)NC(=O)C1CC1)C=1OC2=C(N1)C=C(C=C2)N2CCOCC2 N-(8-(ethylamino)-5-(5-morpholinylbenzo[d]oxazol-2-yl)-2,7-naphthyridin-3-yl)cyclopropanecarboxamide